5-chloro-2-(difluoromethyl)-N-((1r,4r)-4-((3-(3-methyl-benzo[d]isoxazol-6-yl)-2-oxo-2,3-dihydro-1H-imidazo[4,5-b]pyridin-1-yl)methyl)cyclohexyl)nicotinamide ClC=1C=NC(=C(C(=O)NC2CCC(CC2)CN2C(N(C3=NC=CC=C32)C3=CC2=C(C(=NO2)C)C=C3)=O)C1)C(F)F